OC1=C(C(=C(C=C1OC)C#N)C1=CC(=CC(=C1)C)C)C#N 3-hydroxy-4-methoxy-3',5'-dimethylbiphenyl-2,6-dicarbonitrile